NN1C(N(C(C=C1C(F)(F)F)=O)C1=C(C=C(C(=C1)SC(C1=CC=CC=C1)(C1=CC=CC=C1)C1=CC=CC=C1)Cl)F)=O 1-Amino-3-[4-chloro-2-fluoro-5-(tritylsulfanyl)phenyl]-6-(trifluoromethyl)pyrimidin-2,4(1H,3H)-dion